tert-butyl (2's,7r)-2-iodo-2'-methyl-spiro[4,5-dihydrothieno[2,3-c]pyran-7,4'-piperidine]-1'-carboxylate IC1=CC2=C(S1)[C@@]1(C[C@@H](N(CC1)C(=O)OC(C)(C)C)C)OCC2